2-methyl-3,5-hexanedione CC(C)C(CC(C)=O)=O